CC(C[C@@H](C(=O)NN(C(OC(C)(C)C)=O)C[C@H]1C(NCC1)=O)NC(=O)C1=NOC(=C1)C)(C)C tert-Butyl N-[[(2S)-4,4-dimethyl-2-[(5-methylisoxazole-3-carbonyl)amino]pentanoyl]amino]-N-[[(3S)-2-oxopyrrolidin-3-yl]methyl]carbamate